3-dimethylamino-2-phenylacrylonitrile CN(C=C(C#N)C1=CC=CC=C1)C